N(=[N+]=[N-])C\C=C/CC1CCCCC1 (Z)-(4-azidobut-2-en-1-yl)cyclohexane